3-(3-oxopropyl)azetidine-1-carboxylic acid tert-butyl ester C(C)(C)(C)OC(=O)N1CC(C1)CCC=O